ClC=1C(N(N=CC1Cl)CC(=O)C1=CC=C(C=C1)OC)=O 4,5-dichloro-2-[2-(4-methoxyphenyl)-2-oxo-ethyl]pyridazin-3-one